NC1=NC=NC(=C1C#N)N[C@@H](C)C1=CN(C2=NC=CC(=C21)Cl)C=2C=NC=CC2 (S)-4-amino-6-((1-(4-chloro-1-(pyridin-3-yl)-1H-pyrrolo[2,3-b]pyridin-3-yl)ethyl)amino)pyrimidine-5-carbonitrile